tert-butyl (S)-4-(4-bromo-3-(1-methoxyethyl)-1H-pyrazol-1-yl)piperidine-1-carboxylate BrC=1C(=NN(C1)C1CCN(CC1)C(=O)OC(C)(C)C)[C@H](C)OC